tert-butyl 2-[2-[(tert-butyldimethylsilyl)sulfamoyl]-1,3-thiazol-5-yl]-2-methylpropanoate [Si](C)(C)(C(C)(C)C)NS(=O)(=O)C=1SC(=CN1)C(C(=O)OC(C)(C)C)(C)C